ClC1=C(C=CC(=C1)C(F)(F)F)C=1C=C2CC(C(C2=CC1)NC(O[C@@H]1CN2CCC1CC2)=O)(C)C (S)-quinuclidin-3-yl (5-(2-chloro-4-(trifluoromethyl)phenyl)-2,2-dimethyl-2,3-dihydro-1H-inden-1-yl)carbamate